Cl.ClC1=C(C=C(OCCCC2=C(N(C3=C(C=CC=C23)C=2C(=NN(C2C)C)C)CCN2CCNCC2)C(=O)OCC=C)C=C1C)C Allyl 3-(3-(4-chloro-3,5-dimethylphenoxy)propyl)-1-(2-(piperazin-1-yl)ethyl)-7-(1,3,5-trimethyl-1H-pyrazol-4-yl)-1H-indole-2-carboxylate hydrochloride